(R,E)-N'-((4-chlorophenyl)sulfonyl)-3-(4-fluorophenyl)-4-phenyl-N-(4-sulfamoylbutyl)-4,5-dihydro-1H-pyrazole-1-carboximidamide ClC1=CC=C(C=C1)S(=O)(=O)\N=C(/NCCCCS(N)(=O)=O)\N1N=C([C@@H](C1)C1=CC=CC=C1)C1=CC=C(C=C1)F